4-(ethoxymethyl)-1-((1-methyl-1H-pyrazol-4-yl)methyl)-4-phenethylpiperidine C(C)OCC1(CCN(CC1)CC=1C=NN(C1)C)CCC1=CC=CC=C1